IC1=C(C=NN1C)C(C)C 5-iodo-4-isopropyl-1-methyl-1H-pyrazole